BrC1=CC(=C(OC2=C(C(=O)NC3=CC(=NC=C3)[S@@](=O)NC)C=C(C(=C2)C(F)(F)F)Cl)C=C1)OC (R)-2-(4-bromo-2-methoxyphenoxy)-5-chloro-N-(2-(S-methylamino-sulfinyl)pyridin-4-yl)-4-(trifluoromethyl)benzamide